C(C)S(=O)(=O)NC1CCC2(CCN(CC2)CO)CC1 (9-(ethylsulfonamido)-3-azaspiro[5.5]undecane-3-yl)methanol